methyl (S)-6-(4-(1-(sec-butyl)-3-(4-chloro-3-fluorophenyl)-1H-pyrrolo[2,3-b]pyridine-6-carbonyl)-3,3-dimethylpiperazin-1-yl)-2,4-dimethylnicotinate [C@H](C)(CC)N1C=C(C=2C1=NC(=CC2)C(=O)N2C(CN(CC2)C2=NC(=C(C(=O)OC)C(=C2)C)C)(C)C)C2=CC(=C(C=C2)Cl)F